tert-butyl N-[(2R,3S)-1-{7-bromo-4-[(thiophen-2-ylmethyl)amino]-2-[2-(trimethylsilyl)ethynyl]furo[3,2-d]pyrimidin-6-yl}-3-fluorobutan-2-yl]carbamate BrC1=C(OC2=C1N=C(N=C2NCC=2SC=CC2)C#C[Si](C)(C)C)C[C@H]([C@H](C)F)NC(OC(C)(C)C)=O